C(N)(=O)C1(CC1)NC(=O)C1=C(OC2=C1C=C(C=C2)OCC=2C(=NC=CC2)C(F)(F)F)C N-(1-carbamoylcyclopropyl)-2-methyl-5-((2-(trifluoromethyl)pyridin-3-yl)methoxy)benzofuran-3-carboxamide